O=C1NC(CCC1N1C(C2=CC=C(C=C2C1=O)NCCC[C@@H]1C[C@H](C1)N1N=C(C(=C1)C1=NC(=CC=C1)N1CCOCC1)C)=O)=O 2-(2,6-dioxopiperidin-3-yl)-5-((3-(trans-3-(3-methyl-4-(6-morpholinopyridin-2-yl)-1H-pyrazol-1-yl)cyclobutyl)propyl)amino)isoindoline-1,3-dione